ClC1=NC=2C=C(C=CC2C2=C1COC2)CN(C(=O)C=2C=NC(=NC2)C2CC2)C=2C(=NC=CC2)OC(F)F N-({4-chloro-1H,3H-furo[3,4-c]quinolin-7-yl}methyl)-2-cyclopropyl-N-[2-(difluorometh-oxy)pyridin-3-yl]pyrimidine-5-carboxamide